C(C)(C)C1=C(NC2=CC=C(C=C12)C(C(=O)NCC1CNCCC1)(C)C)C1=CC(=NC=C1)C 2-(3-isopropyl-2-(2-methylpyridin-4-yl)-1H-indol-5-yl)-2-methyl-N-(piperidin-3-ylmethyl)propionamide